C(C)(C)(C)OC(=O)N1[C@@H](CCC1)C1=CC(=C(C=C1)C=1N=C2N(C3=C(N2C)C=C(C=C3)Br)C1)F (S)-2-(4-(7-bromo-9-methyl-9H-benzo[d]imidazo[1,2-a]imidazol-2-yl)-3-fluorophenyl)pyrrolidine-1-carboxylic acid tert-butyl ester